3-(3-morpholinyl-propionyl)-5-methyl-7-(4-chlorophenyl)coumarin N1(CCOCC1)CCC(=O)C=1C(OC2=CC(=CC(=C2C1)C)C1=CC=C(C=C1)Cl)=O